((4aR,8aS)-1-(4-fluorophenyl)-6-((1-methyl-1H-pyrazol-3-yl)sulfonyl)-4,4a,5,6,7,8,8a,9-octahydro-1H-pyrazolo[3,4-g]isoquinolin-4a-yl)(4-(trifluoromethyl)pyridin-2-yl)methanone FC1=CC=C(C=C1)N1N=CC2=C1C[C@@H]1CCN(C[C@]1(C2)C(=O)C2=NC=CC(=C2)C(F)(F)F)S(=O)(=O)C2=NN(C=C2)C